N-{4-[3-(2-Cyano-5-fluorophenyl)-5-methyl-4-oxo-4,5-dihydro-1H-pyrrolo[3,2-c]pyridin-2-yl]pyridin-2-yl}-2-(4-fluorophenyl)propanamid C(#N)C1=C(C=C(C=C1)F)C1=C(NC2=C1C(N(C=C2)C)=O)C2=CC(=NC=C2)NC(C(C)C2=CC=C(C=C2)F)=O